C(=C)C1SSC=CC1 3-vinyl-[4H]-1,2-dithiin